6,7-dimethoxy-4-(trifluoromethyl)phthalazin-1(2H)-one COC=1C=C2C(=NNC(C2=CC1OC)=O)C(F)(F)F